N-[1-(3-{5-[(R)-(1,3-Dimethyl-azetidin-3-yl)-hydroxy-(4-isopropyl-phenyl)-methyl]-pyridin-3-yl}-[1,2,4]oxadiazol-5-yl)-cyclopropyl]-N-methyl-methanesulfonamide CN1CC(C1)(C)[C@@](C=1C=C(C=NC1)C1=NOC(=N1)C1(CC1)N(S(=O)(=O)C)C)(C1=CC=C(C=C1)C(C)C)O